N-(2-methyl-5-(2-((S)-2-methylpyrrolidin-1-yl)acetamido)pyridin-3-yl)-6-(1-(tetrahydrofuran-3-yl)-1H-pyrazol-4-yl)-[1,2,3]triazolo[1,5-a]pyridine-3-carboxamide CC1=NC=C(C=C1NC(=O)C=1N=NN2C1C=CC(=C2)C=2C=NN(C2)C2COCC2)NC(CN2[C@H](CCC2)C)=O